6-tetrahydropyran-4-ylisoquinoline-3-carbaldehyde O1CCC(CC1)C=1C=C2C=C(N=CC2=CC1)C=O